N-(3-(chloromethyl)phenyl)-2-bromobenzamide ClCC=1C=C(C=CC1)NC(C1=C(C=CC=C1)Br)=O